Pyrido[1,2-d]Pyrazine-8-carboxylic acid C1=C2N(CC=N1)C=CC(=C2)C(=O)O